(R)-2-fluoro-4-(8-(3-(methoxymethyl)-4-methylpiperazin-1-yl)-7,10-dimethyl-5-oxo-1,3,4,5-tetrahydro-2H-chromeno[3,4-c]pyridine-3-carbonyl)-N-(pyrrolidin-1-ylsulfonyl)benzamide FC1=C(C(=O)NS(=O)(=O)N2CCCC2)C=CC(=C1)C(=O)N1CC2=C(CC1)C=1C(=CC(=C(C1OC2=O)C)N2C[C@@H](N(CC2)C)COC)C